(R/S)-1-(4-(4-((1-(hydroxymethyl)cyclobutyl)amino)-5-oxo-6,7-dihydrothieno[3,2-d]pyrimidin-2-yl)phenyl)pyrrolidin-2-one OCC1(CCC1)NC=1C2=C(N=C(N1)C1=CC=C(C=C1)N1C(CCC1)=O)CC[S@]2=O |r|